The molecule is a primary amino compound that is tert-butylamine in which one hydrogen attached to each methyl group is replaced by a hydroxy group. A compound widely used as a biological buffer substance in the pH range 7--9; pKa = 8.3 at 20 ℃; pKa = 7.82 at 37 ℃. It has a role as a buffer. It is a triol and a primary amino compound. It is a conjugate base of a member of Htris. C(C(CO)(CO)N)O